ClC1=NC(=C2C(=N1)N(N=C2)[C@H]2[C@@H]([C@@H]([C@H](O2)COCP(O)(O)=O)O)O)NCC2CC2 ((((2R,3S,4R,5R)-5-(6-chloro-4-((cyclopropylmethyl)amino)-1H-pyrazolo[3,4-d]pyrimidin-1-yl)-3,4-dihydroxytetrahydrofuran-2-yl)methoxy)methyl)phosphonic acid